butyl glyoxalate C(C=O)(=O)OCCCC